cyclopropyl-[(5S,7R)-7-hydroxy-5-phenyl-6,7-dihydro-5H-pyrrolo[1,2-b][1,2,4]triazol-2-yl]methanone C1(CC1)C(=O)C=1N=C2N(N1)[C@@H](C[C@H]2O)C2=CC=CC=C2